C(C1=CC=CC=C1)(=O)N1CCC(CC1)C(=O)O 1-benzoyl-piperidine-4-carboxylic acid